(4-fluoro-3-nitrophenyl)-N-methylcarbamate FC1=C(C=C(C=C1)OC(NC)=O)[N+](=O)[O-]